C(/C)=C\1/[C@H]2[C@@H]3CCC(O[C@@H]3[C@@H](C1)C2)=O |r| (1RS,2RS,7SR,8RS,9Z)-9-ethylidene-3-oxatricyclo[6.2.1.0~2,7~]undecan-4-one